OC1=C2C=CC=C(C2=CC=C1)S(=O)(=O)OI(C1=CC=CC=C1)C1=CC=CC=C1 diphenyliodo 5-hydroxy-1-naphthalenesulfonate